C1CCCC(CCCC=CCC1)=O cyclododecan-9-en-5-one